(S)-N-(2-benzoyl-4-chlorophenyl)-1-(3,4-dichlorobenzyl)-2-fluoropyrrole-2-carboxamide C(C1=CC=CC=C1)(=O)C1=C(C=CC(=C1)Cl)NC(=O)[C@@]1(N(C=CC1)CC1=CC(=C(C=C1)Cl)Cl)F